C1(CC1)NC(C1=C(C=C(C=C1OC)C1=CN=C2N1C=CC(=C2)OCCNC(C(F)F)=O)OC(F)F)=O N-cyclopropyl-4-[7-[2-[(2,2-difluoroacetyl)amino]ethoxy]imidazo[1,2-a]pyridin-3-yl]-2-(difluoromethoxy)-6-methoxy-benzamide